COC1=C(SC=C1)CNCC[C@@]1(CCOC2(CCCC2)C1)C1=NC=CC=C1 (S)-N-((3-Methoxythiophen-2-yl)methyl)-2-(9-(pyridin-2-yl)-6-oxaspiro[4.5]decan-9-yl)ethanamine